Alpha-ketoadipate O=C(C(=O)[O-])CCCC(=O)[O-]